4-nitro-[1,1'-biphenyl]-3-ol [N+](=O)([O-])C1=C(C=C(C=C1)C1=CC=CC=C1)O